COC(=O)/C(=C/[C@H]1C([C@@H]1C(=O)OCC1=C(C(=CC(=C1F)F)F)Br)(C)C)/C 2-bromo-3,5,6-trifluorobenzyl (1R)-trans-3-[(E)-(2-methoxycarbonyl-1-propenyl)]-2,2-dimethylcyclopropanecarboxylate